BrC=1C(=C2C(=NC1)NC(=N2)C2=CC=C(C=C2)N2CCN(CC2)CC2=NC(=CC=C2)C)NC2CCN(CC2)C 6-Bromo-N-(1-methylpiperidin-4-yl)-2-(4-{4-[(6-methylpyridin-2-yl)methyl]piperazin-1-yl}phenyl)-3H-imidazo[4,5-b]pyridin-7-amine